O[C@@H]1CCC2=CC=3CCCC3C(=C12)NC(=O)N=[S@@](=O)(N)C=1SC(=CN1)C(C)(C)O |o1:1| (S,R) or (S,S)-N'-((3-hydroxy-1,2,3,5,6,7-hexahydro-s-indacen-4-yl)carbamoyl)-5-(2-hydroxypropan-2-yl)thiazole-2-sulfonimidamide